N[C@@H](C(C)C)C(=O)NC(CC([2H])[2H])S(=O)(=O)O ((L-valyl)amino)-3,3-dideuterio-1-propanesulfonic acid